2,4,6-triaminophenyl-1,3,5-triazine NC1=C(C(=CC(=C1)N)N)C1=NC=NC=N1